methyl 5-bromo-3-methanesulfonylthiophene-2-carboxylate BrC1=CC(=C(S1)C(=O)OC)S(=O)(=O)C